benzyl (6-(2-methylpyridin-4-yl)imidazo[1,2-a]pyridin-2-yl)carbamate CC1=NC=CC(=C1)C=1C=CC=2N(C1)C=C(N2)NC(OCC2=CC=CC=C2)=O